ClC=1C=C(C=CC1)CCN(S(=O)(=O)C1=CC=C(C=C1)NC(NCC=1C=NC=CC1)=O)C 3-(4-{[2-(3-chlorophenyl)ethyl](methyl)sulfamoyl}phenyl)-1-(pyridin-3-ylmethyl)urea